(3R,4R)-3-[(tert-butyldiphenylsilyl)oxy]-N-[7-(5-methylpyridin-2-yl)pyrrolo[2,1-f][1,2,4]triazin-2-yl]-1-(oxetan-3-carbonyl)piperidin-4-amine [Si](C1=CC=CC=C1)(C1=CC=CC=C1)(C(C)(C)C)O[C@@H]1CN(CC[C@H]1NC1=NN2C(C=N1)=CC=C2C2=NC=C(C=C2)C)C(=O)C2COC2